FC1=CC=C(CSC2=NC=3C(N(C=CC3)C(C(=O)NC=3C=NN(C3)C)CC)=N2)C=C1 2-(2-((4-fluorobenzyl)thio)-4H-imidazo[4,5-b]pyridin-4-yl)-N-(1-methyl-1H-pyrazol-4-yl)butanamide